O=C1N(CCC1)C1=CC=C(C=C1)C=1C=CC(=NC1)NC1=CC2=C(OC[C@@H]3N2C(CC3)=O)N=C1 (R)-2-((5-(4-(2-oxopyrrolidin-1-yl)phenyl)pyridin-2-yl)amino)-6,6a,7,8-tetrahydro-9H-pyrido[2,3-b]pyrrolo[1,2-d][1,4]oxazin-9-one